C(C1=CC=CC=C1)OC1=NC(=CC=C1C1=NN(C2=C(C=CC=C12)N1CCN(CC1)C[C@@H]1[C@@H](CN(CC1)C(=O)OC(C)(C)C)C)C)OCC1=CC=CC=C1 tert-butyl (3S,4S)-4-((4-(3-(2,6-bis(benzyloxy)pyridin-3-yl)-1-methyl-1H-indazol-7-yl) piperazin-1-yl) methyl)-3-methylpiperidine-1-carboxylate